(10R,11R)-6-(2,6-dimethylphenyl)-11-methyl-2,2-dioxo-10-[4-(trifluoromethyl)phenyl]-9-oxa-2λ6-thia-3,5,12,19-tetrazatricyclo[12.3.1.14,8]nonadeca-1(18),4(19),5,7,14,16-hexaen-13-one CC1=C(C(=CC=C1)C)C1=NC=2NS(C=3C=CC=C(C(N[C@@H]([C@H](OC(=C1)N2)C2=CC=C(C=C2)C(F)(F)F)C)=O)C3)(=O)=O